4-methylbenzenesulfonic acid but-3-ynyl ester C(CC#C)OS(=O)(=O)C1=CC=C(C=C1)C